3-(6-(8-oxa-3-azabicyclo[3.2.1]octan-3-yl)-1H-benzo[d]imidazol-2-yl)-4-(((S*)-1-(pyrimidin-2-yl)ethyl)amino)quinolin-2(1H)-one C12CN(CC(CC1)O2)C=2C=CC1=C(NC(=N1)C=1C(NC3=CC=CC=C3C1N[C@@H](C)C1=NC=CC=N1)=O)C2 |o1:27|